FC1=CC(=C(C=C1)C=1C=C2C(=NNC2=CC1)CN(C)C)OCCC=1C(=NN(C1C)C)C 1-(5-(4-fluoro-2-(2-(1,3,5-trimethyl-1H-pyrazol-4-yl)ethoxy)phenyl)-1H-indazol-3-yl)-N,N-dimethylmethanamine